3-(pyrrolidin-1-yl)propan-2-amine N1(CCCC1)CC(C)N